3-((trimethylsilyl)oxy)-1H-indene-2-carbaldehyde C[Si](OC1=C(CC2=CC=CC=C12)C=O)(C)C